[O-]OOO[O-].[Zn+2].[V+5] vanadium zinc pentoxide